(5R)-N-(7-chloro-6-(trans-4-((R)-3-fluoropyrrolidin-1-yl)cyclohexyl)isoquinolin-3-yl)-6,6-dimethyltetrahydro-2H-pyran-3-carboxamide ClC1=C(C=C2C=C(N=CC2=C1)NC(=O)C1COC(CC1)(C)C)[C@@H]1CC[C@H](CC1)N1C[C@@H](CC1)F